C(CC)(=O)N1C(C(C2=NC(=CC=C21)C2=CC=C(C(=O)O)C=C2)=O)=O 4-(1-propionyl-2,3-dioxo-1H-pyrrolo[3,2-b]pyridin-5-yl)benzoic acid